ClC=1C(=NC(=NC1)NC1=C(C=C(C(=C1)C)C1CCNCC1)OC(C)C)NC1=C(C=CC=C1)S(=O)(=O)C(C)C 5-chloro-2-N-(5-methyl-4-piperidin-4-yl-2-propan-2-yloxyphenyl)-4-N-(2-propan-2-ylsulfonylphenyl)pyrimidine-2,4-diamine